ClC1=C(C=CC(=C1)F)C1=C(C=C(C(=C1)Cl)C(=O)NC=1C=C2C(=NC1)C=NN2C)F 2',5-dichloro-2,4'-difluoro-N-(1-methyl-1H-pyrazolo[4,3-b]pyridin-6-yl)-[1,1'-biphenyl]-4-carboxamide